2-Chloro-4-[1-(4-methyl-4H-1,2,4-triazol-3-yl)propan-2-yl]pyridine ClC1=NC=CC(=C1)C(CC1=NN=CN1C)C